FC=1C=C(C=NC1OC1=C(C=CC=C1)F)CC1=NOC(=C1)C=1C(=NC=CC1)N 3-(3-((5-fluoro-6-(2-fluorophenoxy)pyridin-3-yl)methyl)isoxazol-5-yl)pyridin-2-amine